8-Hydroxy-7,9-dioxo-N-(2,4,6-trifluorobenzyl)-2,3,4,5,7,9,13,13a-octahydro-2,5-methanopyrido[1',2':4,5]pyrazino[2,1-b][1,3]oxazepine-10-carboxamide OC=1C(C(=CN2CC3OC4CCC(N3C(C21)=O)C4)C(=O)NCC4=C(C=C(C=C4F)F)F)=O